The molecule is a tetracyclic diterpenoid, isolated from Streptomyces avermitilis host carrying the sclav_p0765 gene. It is a carbopolycyclic compound, a tertiary alcohol and a tetracyclic diterpenoid. C[C@@H]1CC[C@@H]2[C@@H]3[C@H]1CC[C@]4([C@H]3[C@](CCC4)(C[C@]2(C)O)C)C